1-isopropyl-4-oxo-5-(pyridin-3-yl)-1,4-dihydropyridine-3-carboxamide C(C)(C)N1C=C(C(C(=C1)C=1C=NC=CC1)=O)C(=O)N